4-(3-(2-methyl-5-((3-(trifluoromethyl)phenyl)carbamoyl)phenyl)pyrrolidin-1-yl)picolinamide CC1=C(C=C(C=C1)C(NC1=CC(=CC=C1)C(F)(F)F)=O)C1CN(CC1)C1=CC(=NC=C1)C(=O)N